(1'R,2'R)-5'-methyl-4-(5-phenylpentyl)-2'-(prop-1-en-2-yl)-1',2',3',4'-tetrahydro-[1,1'-biphenyl]-2,6-diol CC=1CC[C@H]([C@@H](C1)C=1C(=CC(=CC1O)CCCCCC1=CC=CC=C1)O)C(=C)C